C(CC)(=O)OC1CC1 3-cyclopropyl propionate